(2-(amino-methyl)-3-fluoro-allyloxy)-N-(pyridin-4-yl-methyl)benzo[d]-oxazol-2-amine 4-methylbenzene-sulfonate CC1=CC=C(C=C1)S(=O)(=O)O.NCC(COC1=CC=CC2=C1N=C(O2)NCC2=CC=NC=C2)=CF